C(C)(=O)O[C@H]1[C@@H]2[C@H](OC1)[C@@H](CO2)OC=2C=C1C(=NN(C1=CC2)CC(=O)N2[C@@H](C[C@H](C2)F)C(NC2=NC(=CC=C2)Br)=O)C(C)=O (3R,3aR,6R,6aR)-6-((3-acetyl-1-(2-((2S,4R)-2-((6-bromopyridin-2-yl)carbamoyl)-4-fluoropyrrolidin-1-yl)-2-oxoethyl)-1H-indazol-5-yl)oxy)hexa-hydrofuro[3,2-b]furan-3-yl acetate